CC(C(=O)C1=CC=C(C=C1)N1CCOCC1)(C)N1CCOCC1 2-methyl-1-(4-morpholinophenyl)-2-morpholinyl-1-propanone